2-((1-(4,7-dimethyl-5-oxo-4,5-dihydroimidazo[1,5-a]quinazolin-9-yl)ethyl)amino)benzoic acid CN1C=2N(C3=C(C=C(C=C3C1=O)C)C(C)NC1=C(C(=O)O)C=CC=C1)C=NC2